N1=C(C=CC=C1)C1=NC=CC=C1.[Co] cobalt 2,2'-bipyridine